FC=1C=C(C(=O)OC=2C=3N(C(=CC2)CC(=O)O)N=CN3)C=CC1NC(=N)N 2-(8-(3-fluoro-4-guanidinobenzoyloxy)-[1,2,4]triazolo[1,5-a]pyridin-5-yl)acetic acid